bicyclo[3.1.0]hexane-3-yl-methanol C12CC(CC2C1)CO